CC(C)(C)C1=N[C@@H](C(OC1)=O)C1=CC=CC=C1 5-[1,1-dimethyl-ethyl]-3R-phenyl-3,6-dihydro-[1,4]oxazin-2-one